OC1=CC=C2C(C3(OC(C2=C1)C)CCCCC3)C3=CC=C(C=C3)N3CCC(CC3)CN3CCN(CC3)C=3C=C1CN(C(C1=CC3)=O)[C@@H]3C(NC(CC3)=O)=O (S)-3-(5-(4-((1-(4-((1R,4R)-7'-hydroxy-1'-methylspiro[cyclohexane-1,3'-isochroman]-4'-yl)phenyl)piperidin-4-yl)methyl)piperazin-1-yl)-1-oxoisoindolin-2-yl)piperidine-2,6-dione